N-(5-bromo-4-fluoro-2-((3R,5S)-3,4,5-trimethylpiperazin-1-yl)phenyl)-4-fluoro-2-(trifluoromethyl)benzamide BrC=1C(=CC(=C(C1)NC(C1=C(C=C(C=C1)F)C(F)(F)F)=O)N1C[C@H](N([C@H](C1)C)C)C)F